sodium difluorophosphate salt P(=O)([O-])(F)F.[Na+]